8-chloro-4-(3-fluoropyrrolidin-1-yl)-7,9-dimethyl-pyrido[3',2':4,5]thieno[3,2-d]pyrimidine ClC1=C(C2=C(SC3=C2N=CN=C3N3CC(CC3)F)N=C1C)C